dimethylsilyl-bis(4,5,6,7-tetrahydroindenyl)zirconium C[SiH](C)[Zr](C1C=CC=2CCCCC12)C1C=CC=2CCCCC12